(3-amino-6-(pyridin-2-yl)-4,5,6,7-tetrahydropyrazolo[3,4-c]pyridin-2-yl)(6-fluoro-1,2,3,4-tetrahydroquinolin-4-yl)methanone NC=1N(N=C2CN(CCC21)C2=NC=CC=C2)C(=O)C2CCNC1=CC=C(C=C21)F